C(C)(C)(C)C1=C(C=C(C(=C1)C(C)(C)C)[N+](=O)[O-])O 2,4-di-tert-butyl-5-nitro-phenol